isopropyl 2-((2-methoxy-4-(methyl(2-(pyrrolidin-1-yl) ethyl)amino)-5-nitrophenyl)amino)-4-(3,3,5-trimethyl-2,3-dihydro-1H-pyrrolo[3,2-b]pyridin-1-yl)pyrimidine-5-carboxylate COC1=C(C=C(C(=C1)N(CCN1CCCC1)C)[N+](=O)[O-])NC1=NC=C(C(=N1)N1CC(C2=NC(=CC=C21)C)(C)C)C(=O)OC(C)C